NC1=NC=NN2C1=C(C=C2C2CCN(CC2)C(C(C)C)=O)C2=CC=C(C=C2)C2C=1N(CCC2)N(C(C1C(=O)N)=O)C1=NC=CC=C1 (4-(4-amino-7-(1-isobutyrylpiperidin-4-yl)pyrrolo[2,1-f][1,2,4]triazin-5-yl)phenyl)-2-oxo-1-(pyridin-2-yl)-1,2,4,5,6,7-hexahydropyrazolo[1,5-a]pyridine-3-carboxamide